4-((2-bromo-3'-(3-(hydroxymethyl)-1,2,4-oxadiazol-5-yl)-2'-methyl-[1,1'-biphenyl]-3-yl)methoxy)-5-chloro-2-hydroxybenzaldehyde BrC1=C(C=CC=C1COC1=CC(=C(C=O)C=C1Cl)O)C1=C(C(=CC=C1)C1=NC(=NO1)CO)C